FC1=C(C=CC=C1F)C1=C(SC(=C1)N1C[C@@H](CC1)F)C1=C(C(=O)O)C=CC=C1 (R)-2-(3-(2,3-difluorophenyl)-5-(3-fluoropyrrolidin-1-yl)thiophen-2-yl)benzoic acid